NC1=C2N=C(N(C2=NC(=N1)F)CC=1C=CC(=C(OCC=2C=C(C=CC2)CO)C1)F)Br (3-((5-((6-amino-8-bromo-2-fluoro-9H-purin-9-yl)methyl)-2-fluorophenoxy)methyl)phenyl)methanol